C(=CC1=CC=CC=C1)S(=O)(=O)O.NC=1C(=CC=CC1)C toluidine styrenesulfonate salt